1-(6-amino-4-fluorobenzo[d][1,3]dioxol-5-yl)-2-chloroethan-1-one NC=1C(=C(C2=C(OCO2)C1)F)C(CCl)=O